p-di-(2-aminopropyl)benzene NC(CC1=CC=C(C=C1)CC(C)N)C